(R)-2-fluoro-4-(2-((pyrrolidin-3-ylmethyl)amino)-6-(o-tolyl)quinazolin-4-yl)benzonitrile FC1=C(C#N)C=CC(=C1)C1=NC(=NC2=CC=C(C=C12)C1=C(C=CC=C1)C)NC[C@H]1CNCC1